(R)-3-((2-cyanoethyl)amino)-4-(2,2-difluoro-7-((5-methoxy-7-methyl-1H-indol-4-yl)methyl)-7-azaspiro[3.5]nonan-6-yl)benzoic acid C(#N)CCNC=1C=C(C(=O)O)C=CC1[C@H]1CC2(CC(C2)(F)F)CCN1CC1=C2C=CNC2=C(C=C1OC)C